ClC1=C(C=CC2=C1C(=NC(C=1N2N=C(N1)N)C)C1=NC=CC=C1F)C(F)(F)F 7-chloro-6-(3-fluoro-2-pyridinyl)-4-methyl-8-(trifluoromethyl)-4H-[1,2,4]triazolo[1,5-a][1,4]benzodiazepine-2-Amine